(6-chloro-1-hydroxy-2,3,1-benzodiazaborinin-2-yl)-[3-(difluoromethyl)-1-methyl-pyrazol-4-yl]methanone ClC=1C=CC2=C(C=NN(B2O)C(=O)C=2C(=NN(C2)C)C(F)F)C1